N1(CCCC1)C1CCC=2C=CC(=CC2C1)C=1C=C2C(=NC1)NN=C2C2=CC1=C(C(NCCO1)=O)C=C2 8-{5-[7-(Pyrrolidin-1-yl)-5,6,7,8-tetrahydronaphthalen-2-yl]-1H-pyrazolo[3,4-b]pyridin-3-yl}-2,3,4,5-tetrahydro-1,4-benzoxazepin-5-one